FC(C(=O)O)(F)F.N1CCC1 azetidine (2,2,2-trifluoroacetate)